C(C)(C)(C)OC(=O)NC1=C(C(=O)O)C=C(C=C1)F 2-((tert-butoxycarbonyl)amino)-5-fluorobenzoic acid